C(C)(C)(C)C1=C(OCC(=O)NC2=CC=C(C=C2)O)C(=CC=C1)C 2-(2-(tert-butyl)-6-methylphenoxy)-N-(4-hydroxyphenyl)acetamide